(S)-2-(1-(cyclopropylmethyl)-6-(2-fluoro-3-hydroxyphenyl)-1H-pyrrolo[2,3-b]pyridin-2-yl)-1-methyl-6-(morpholin-3-ylmethyl)-1,6,7,8-tetrahydro-5H-imidazo[4,5-g]isoquinolin-5-one C1(CC1)CN1C(=CC=2C1=NC(=CC2)C2=C(C(=CC=C2)O)F)C2=NC=1C(=CC=3CCN(C(C3C1)=O)C[C@@H]1NCCOC1)N2C